IC=1C=C2CC[C@@H](N(C2=CC1)S(=O)(=O)C=1C=CC(=C(C(=O)OC)C1)OCC1CCOCC1)CC Methyl (S)-5-((6-iodo-2-ethyl-3,4-dihydroquinolin-1(2H)-yl)sulfonyl)-2-((tetrahydro-2H-pyran-4-yl)methoxy)benzoate